ClC1=C(C(=CC=C1)F)C1=NOC(=C1C(=O)OCC)C=1C=NN(C1C(F)(F)F)C1CC(C1)(C)O ethyl 3-(2-chloro-6-fluorophenyl)-5-{1-[(1R,3S)-3-hydroxy-3-methylcyclobutyl]-5-(trifluoromethyl)-1H-pyrazol-4-yl}-1,2-oxazole-4-carboxylate